CC1C(C(CC=C1)(C)C)C(=O)[O-] 2,6,6-trimethyl-3-cyclohexen-1-carboxylate